(5-(2,5-bis(p-toluenesulfonyloxy)benzenesulfonyl)oxyimino-5H-thiophen-2-ylidene)phenylacetonitrile CC1=CC=C(C=C1)S(=O)(=O)OC1=C(C=C(C=C1)OS(=O)(=O)C1=CC=C(C)C=C1)S(=O)(=O)ON=C1C=CC(S1)=C(C#N)C1=CC=CC=C1